3-{[26-({[4-(6-methyl-1,2,4,5-tetrazin-3-yl)phenyl]methyl}carbamoyl)-3,6,9,12,15,18,21,24-octaoxahexacosan-1-yl]carbamoyl}propanoic acid CC1=NN=C(N=N1)C1=CC=C(C=C1)CNC(=O)CCOCCOCCOCCOCCOCCOCCOCCOCCNC(=O)CCC(=O)O